Cl.CC=1N=CSC1C1=CC=C(CN)C=C1 4-(4-methylthiazol-5-yl)benzylamine hydrochloride